4-Oxo-4-(pyrimidin-2-yl)butyric acid tert-butyl ester C(C)(C)(C)OC(CCC(C1=NC=CC=N1)=O)=O